NC1=C(C=NN1C=1C=C(C(=O)NC2CC2)C=CC1C)C(C1=CC(=CC=C1)C#N)=O 3-[5-Amino-4-(3-cyanobenzoyl)-1H-pyrazol-1-yl]-N-cyclopropyl-4-methylbenzamide